C(C)C1N(C1)C1=CC(=C(C=C1C(=O)N)C(=O)N)N1C(C1)CC bis(2-ethyl-1-aziridinyl)benzene-1,3-dicarboxamide